6-bromo-5-fluoro-8,9-dihydro-7H-cyclopenta[f]quinazoline-1,3-diol BrC=1C2=C(C3=C(N=C(N=C3C1F)O)O)CCC2